BrC=1C(=C(C=CC1)NC(=O)C1=NN2C([C@@H](CCC2)NC[C@H]2NC(CC2)=O)=C1)Cl (4R)-N-(3-bromo-2-chloro-phenyl)-4-[[(2S)-5-oxopyrrolidin-2-yl]methylamino]-4,5,6,7-tetrahydropyrazolo[1,5-a]pyridine-2-carboxamide